(2E,4E,6S,7S,8R,10E,12E)-7-(tert-butyldimethyl-siloxy)-N-methoxy-N,6,8-trimethyltetradeca-2,4,10,12-tetraenamide C(C)(C)(C)[Si](O[C@H]([C@H](/C=C/C=C/C(=O)N(C)OC)C)[C@@H](C\C=C\C=C\C)C)(C)C